ClC1=CC=2OCC3N(C2N=C1)CCN(C3)S(=O)(=O)CCOCC3NCC3 2-((2-((3-chloro-6a,7,9,10-tetrahydropyrazino[1,2-d]pyrido[3,2-b][1,4]oxazin-8(6H)-yl)sulfonyl)ethoxy)methyl)azetidin